OC1C(OCC1C1=CC(=CC=C1)OC)=O (+)-3-Hydroxy-4-(m-methoxyphenyl)dihydrofuran-2(3H)-one